N-{[1-(3-chlorobenzene-1-carbonyl)-1,2,3,4-tetrahydroquinolin-6-yl]methyl}-1-methyl-1H-pyrazole-3-carboxamide ClC=1C=C(C=CC1)C(=O)N1CCCC2=CC(=CC=C12)CNC(=O)C1=NN(C=C1)C